5-cyano-N-{4-fluoro-3-[5-(propan-2-yl)-2H-pyrazolo[3,4-b]pyridin-2-yl]phenyl}pyridine-2-carboxamide C(#N)C=1C=CC(=NC1)C(=O)NC1=CC(=C(C=C1)F)N1N=C2N=CC(=CC2=C1)C(C)C